(5-(2-fluorophenyl)-1-(pyridine-3-sulfonyl)-1H-pyrrole-3-yl)-pyridine FC1=C(C=CC=C1)C1=CC(=CN1S(=O)(=O)C=1C=NC=CC1)C1=NC=CC=C1